N[O] azanyl-Oxygen